C(CCCCCCCCCCC)N(C(C(=O)[O-])CCCCCCCCCC)CCCCCCCCCCCC N,N-didodecyl-2-aminododecanoate